2-(2-chlorothiazol-5-yl)-1H-imidazole-4-carbaldehyde ClC=1SC(=CN1)C=1NC=C(N1)C=O